(R)-2-(3-amino-4,4-difluoropiperidin-1-yl)-1-((5-cyanopyridin-2-yl)methyl)-1H-benzo[d]imidazole-5-carbonitrile N[C@@H]1CN(CCC1(F)F)C1=NC2=C(N1CC1=NC=C(C=C1)C#N)C=CC(=C2)C#N